3-(4-((2-(2-(diethylamino)ethoxy)ethyl)thio)-1-oxoisoindolin-2-yl)piperidine-2,6-dione C(C)N(CCOCCSC1=C2CN(C(C2=CC=C1)=O)C1C(NC(CC1)=O)=O)CC